2-methyl-5-[5-methyl-4-({[7-(oxacyclohexane-4-carbonyl)-5H,6H,7H,8H-pyrido[3,4-c]pyridazin-3-yl]oxy}methyl)-1,2-oxazol-3-yl]pyridine CC1=NC=C(C=C1)C1=NOC(=C1COC1=CC2=C(N=N1)CN(CC2)C(=O)C2CCOCC2)C